BrC=1C=C2C(C(NC(C2=CC1)=O)O)(F)F 6-bromo-4,4-difluoro-3-hydroxy-3,4-dihydroisoquinolin-1(2H)-one